dithiolthione S1(SCC=C1)=S